1-(pyrrolidin-3-ylmethyl)pyrrolidin-2-one N1CC(CC1)CN1C(CCC1)=O